NC(=O)N1[13C@@H](CCC1)C(=O)O aminocarbonyl-L-proline-13C1